C(C)P(NCCC)(NCC1=CC=C(C=C1)C1=NOC(=N1)C(F)(F)F)=O 1-ethyl-1-oxo-N-propyl-N'-(4-(5-(trifluoromethyl)-1,2,4-oxadiazol-3-yl)benzyl)-λ5-phosphanediamine